C1(CC1)C=1N=NN(C1CO[C@H]1[C@@H]2CN([C@H](C1)C2)C2=CC(=C(C=C2)CCC(=O)O)F)C2=C(C=CC=C2Cl)Cl 3-{4-[(1S,4S,5R)-5-{[4-cyclopropyl-1-(2,6-dichlorophenyl)-1H-1,2,3-triazol-5-yl]methoxy}-2-azabicyclo[2.2.1]heptan-2-yl]-2-fluorophenyl}propanoic acid